ClC1=C(C=C(C=C1)[N+](=O)[O-])C=NP(=O)(C1=C(C=C(C=C1C)C)C)C1=CC=CC=C1 N-[(2-chloro-5-nitrophenyl)methylene]-P-phenyl-P-(2,4,6-trimethylphenyl)-phosphinic amide